ClC1=CC=C(C=C1)[C@H](CC1=NOC(=N1)CN1C(N(C=C(C1=O)C1CC1)C)=O)O 3-({3-[(2S)-2-(4-chlorophenyl)-2-hydroxyethyl]-1,2,4-oxadiazol-5-yl}methyl)-5-cyclopropyl-1-methyl-1,2,3,4-tetrahydropyrimidine-2,4-dione